N[C@H](CCS)C(=O)O D-Homocystein